C(#N)C=1C=CC=C2C(=CNC12)C=1N=C(C(=NC1)N1CC(CC1)NC(OC(C)(C)C)=O)C tert-butyl (1-(5-(7-cyano-1H-indol-3-yl)-3-methylpyrazin-2-yl)pyrrolidin-3-yl)carbamate